8-(3,3-difluorocyclobutylcarbonyl)-3-(4-methoxy-5-(1H-pyrazol-4-yl)pyrimidin-2-yl)-1-(3-methoxybenzyl)-1,3,8-triazaspiro[4.5]decan-2-one FC1(CC(C1)C(=O)N1CCC2(CN(C(N2CC2=CC(=CC=C2)OC)=O)C2=NC=C(C(=N2)OC)C=2C=NNC2)CC1)F